5-[(2R)-2-(2,5-difluorophenyl)pyrrolidin-1-yl]-N-[5-[methyl(2-oxoethyl)amino]pentyl]pyrazolo[1,5-a]pyrimidine-3-carboxamide hydrochloride Cl.FC1=C(C=C(C=C1)F)[C@@H]1N(CCC1)C1=NC=2N(C=C1)N=CC2C(=O)NCCCCCN(CC=O)C